COCN(CCC[Si](OCC)(OCC)OCC)COC {3-[bis(methoxymethyl)amino]propyl}triethoxysilane